C1=CN=CC=C1N The molecule is an aromatic amine that is pyridine bearing a single amino substituent at position 4. An orphan drug in the US, it is used to improve walking in adults with multiple sclerosis. It has a role as an avicide, a potassium channel blocker and an orphan drug. It is an aromatic amine and an aminopyridine.